1-(2-(methacryloyloxy)-3-phenoxy-propan-1-yl)-3-methyl-1H-imidazolium iodid [I-].C(C(=C)C)(=O)OC(CN1C=[N+](C=C1)C)COC1=CC=CC=C1